ClC1=C(C=CC=C1C1=C2CC\C(\C2=CC=C1)=C/C1=NC(=C(C=C1)CO)OC)C1=CC(=C(C(=N1)OC)CO)C (E)-(6-(2-chloro-3-(1-((5-(hydroxymethyl)-6-methoxypyridin-2-yl)methylene)-2,3-dihydro-1H-inden-4-yl)phenyl)-2-methoxy-4-methylpyridin-3-yl)methanol